bromoform ((1R,3R)-3-((S)-2,2-dimethyl-1,3-dioxolan-4-yl)-2,2-difluoro-1-methylcyclopropyl)methyl-acetate CC1(OC[C@@H](O1)[C@@H]1C([C@@]1(C)COC(C)=O)(F)F)C.C(Br)(Br)Br